4-chloro-5-(4,4,5,5-tetramethyl-1,3,2-dioxaborolan-2-yl)-1H-indazole ClC1=C2C=NNC2=CC=C1B1OC(C(O1)(C)C)(C)C